(2-chloro-7-cyclopentyl-7H-pyrrolo[2,3-d]pyrimidin-6-yl)methanol ClC=1N=CC2=C(N1)N(C(=C2)CO)C2CCCC2